(4-tert-Butyl-phenyl)-carbamic acid 8-((R)-2,3-dihydroxy-propoxy)-6,6-dimethyl-11-oxo-6,11-dihydro-benzo[b]naphtho[2,3-d]furan-3-yl ester O[C@@H](COC=1C=C2C(C3=C(C4=C(O3)C=C(C=C4)OC(NC4=CC=C(C=C4)C(C)(C)C)=O)C(C2=CC1)=O)(C)C)CO